7-(4-(2,6-bis(benzyloxy)pyridin-3-yl)-2-fluorophenyl)-2,7-diazaspiro[3.5]nonane-2-carboxylic acid tert-butyl ester C(C)(C)(C)OC(=O)N1CC2(C1)CCN(CC2)C2=C(C=C(C=C2)C=2C(=NC(=CC2)OCC2=CC=CC=C2)OCC2=CC=CC=C2)F